Boc-L-Serine tert-butyl ester C(C)(C)(C)OC([C@@H](NC(=O)OC(C)(C)C)CO)=O